ClC=1C(=C(C(=NC1C)OC1=C(C=C(C=C1)F)C)C(=O)O)C 5-chloro-2-(4-fluoro-2-methyl-phenoxy)-4,6-dimethyl-pyridine-3-carboxylic acid